Cl.C(C)(C)(C)OC([C@H](CC1=CNC2=CC=CC=C12)N)=O (S)-amino-3-(1H-indol-3-yl)-propionic acid tert-butyl ester hydrochloride